N-(1,1-Dimethyl-3-oxobutyl)acrylamide CC(CC(C)=O)(C)NC(C=C)=O